ClC=1C=CC(=C(C1)N1N=C(C=2C=NC(=CC21)C=2C=NN1C2N=CC=C1)C(=O)NC1CC(C1)N(C)C)OC(F)F 1-(5-chloro-2-(difluoromethoxy)phenyl)-N-((1s,3s)-3-(dimethylamino)cyclobutyl)-6-(pyrazolo[1,5-a]pyrimidin-3-yl)-1H-pyrazolo[4,3-c]pyridine-3-carboxamide